C(C)OC(=O)C=1C2=C(N(N1)C1=CC=C(C=C1)CN1CCOCC1)C=1C(=CC=CC1S(C2)(=O)=O)OC 9-methoxy-1-(4-(morpholinylmethyl)phenyl)-1,4-dihydrothiochromeno[4,3-c]pyrazole-3-carboxylic acid ethyl ester 5,5-dioxide